1-[(4aS,8aR)-4-[6-chloro-5-(difluoromethyl)pyridazin-3-yl]-3,4a,5,7,8,8a-hexahydro-2H-pyrido[4,3-b][1,4]oxazin-6-yl]ethanone ClC1=C(C=C(N=N1)N1[C@@H]2[C@H](OCC1)CCN(C2)C(C)=O)C(F)F